COC=1C=C2C3=C(NC2=CC1)C1(NCC3)CCN(CC1)CC1=C(C(=C(C(=C1F)F)F)F)F 6'-Methoxy-1-((perfluorophenyl)methyl)-2',3',4',9'-tetrahydrospiro[piperidine-4,1'-pyrido[3,4-b]indole]